C1(=CC=CC=C1)NC(C(=C)C)=O N-phenyl-methacryl-amide